N-[(1R)-1-[3-Isopropoxy-5-(1-methylpyrazol-4-yl)phenyl]ethyl]-2-methyl-5-(4-methylpiperazin-1-yl)benzamide C(C)(C)OC=1C=C(C=C(C1)C=1C=NN(C1)C)[C@@H](C)NC(C1=C(C=CC(=C1)N1CCN(CC1)C)C)=O